O[C@@H](C(=O)N1CC2=C(C=C(C=C2CC1)C=1C=C2C(=NC1)NC=C2C)[C@H]2N(CCC2)C(=O)OC(C)(C)C)C2=CC=CC=C2 tert-butyl (S)-2-(2-((R)-2-hydroxy-2-phenylacetyl)-6-(3-methyl-1H-pyrrolo[2,3-b]pyridin-5-yl)-1,2,3,4-tetrahydroisoquinolin-8-yl)pyrrolidine-1-carboxylate